(S)-2-((((9H-fluoren-9-yl)methoxy)carbonyl)amino)-3-(4-(1-(3-((tert-butoxycarbonyl)amino)propyl)-1H-pyrazol-4-yl)phenyl)propanoic acid C1=CC=CC=2C3=CC=CC=C3C(C12)COC(=O)N[C@H](C(=O)O)CC1=CC=C(C=C1)C=1C=NN(C1)CCCNC(=O)OC(C)(C)C